tert-butyl (3-((8-aminoquinolin-5-yl)(methyl)amino)propyl)carbamate NC=1C=CC(=C2C=CC=NC12)N(CCCNC(OC(C)(C)C)=O)C